C(N)(=O)C1=CC=CC=2NC(=NC21)C2=CC=C(C(=O)N1CC=3N(CC1)C(=NN3)C(=O)OCC)C=C2 ethyl 7-(4-(4-carbamoyl-1H-benzo[d]imidazol-2-yl)benzoyl)-5,6,7,8-tetrahydro-[1,2,4]triazolo[4,3-a]pyrazine-3-carboxylate